NC1=C(C=CC=C1C(=O)OC)N1CCN(CC1)C(=O)OC(C)(C)C tert-butyl 4-(2-amino-3-methoxy carbonyl-phenyl)piperazine-1-carboxylate